C(CCC)OC1=NN2C(C(=N1)N)=NC=C2CC2=CC(=C(C=C2)N2CCNCC2)OC(C)C butoxy-7-(3-isopropoxy-4-(piperazin-1-yl)benzyl)imidazo[2,1-f][1,2,4]triazin-4-amine